ClC=1C(=C(C=CC1)NC1=NC=NC2=CC(=C(C=C12)NC(C=C)=O)C#CC1(CN(CC1)C1COC1)C)F N-(4-((3-chloro-2-fluorophenyl)amino)-7-((3-methyl-1-(oxetan-3-yl)pyrrolidin-3-yl)ethynyl)quinazolin-6-yl)acrylamide